FC(C(=O)NC=1C=C2C(=NC1)N(C=C2C#CC=2SC(=CC2)F)C)=C 2-Fluoro-N-(3-((5-fluorothiophen-2-yl)ethynyl)-1-methyl-1H-pyrrolo[2,3-b]pyridin-5-yl)acrylamide